(2R,3S)-2-((E)-3-(5-chloro-4-methyl-1H-benzo[d]imidazol-1-yl)-2-methylpropan-1-en-1-yl)piperidin-3-ol dihydrochloride Cl.Cl.ClC1=C(C2=C(N(C=N2)C/C(=C/[C@H]2NCCC[C@@H]2O)/C)C=C1)C